ClC=1C=C2C=C(NC2=CC1CCC1=NOC=C1)CN (5-chloro-6-(2-(isoxazol-3-yl)ethyl)-1H-indol-2-yl)methanamine